(3-(((5-((6-amino-8-bromo-2-fluoro-9H-purine-9-yl)methyl)pyridin-3-yl)oxy)methyl)-5-methoxyphenyl)methanol NC1=C2N=C(N(C2=NC(=N1)F)CC=1C=C(C=NC1)OCC=1C=C(C=C(C1)OC)CO)Br